1-decyl-2-ethylpiperidinium fluoride [F-].C(CCCCCCCCC)[NH+]1C(CCCC1)CC